(1s,4s)-4-(8-(2-chloro-3-fluoro-4-methylphenylamino)-2-(tetrahydro-2H-pyran-4-ylamino)-9H-purin-9-yl)cyclohexanecarboxamide ClC1=C(C=CC(=C1F)C)NC=1N(C2=NC(=NC=C2N1)NC1CCOCC1)C1CCC(CC1)C(=O)N